tert-butyl 4-((4-((2,6-dimethoxy-4-(4,4,5,5-tetramethyl-1,3,2-dioxaborolan-2-yl)phenoxy)methyl)piperidin-1-yl)methyl)piperidine-1-carboxylate COC1=C(OCC2CCN(CC2)CC2CCN(CC2)C(=O)OC(C)(C)C)C(=CC(=C1)B1OC(C(O1)(C)C)(C)C)OC